aluminum D-lactate C([C@H](O)C)(=O)[O-].[Al+3].C([C@H](O)C)(=O)[O-].C([C@H](O)C)(=O)[O-]